2-(3-methoxy-3,4-dihydro-2H-pyrrolo[3',2':5,6]pyrido[2,3-b][1,4]oxazepin-1(7H)-yl)benzoate COC1CN(C2=C(OC1)N=C1C(=C2)C=CN1)C1=C(C(=O)[O-])C=CC=C1